(1R,3S,5R)-2-(2-(4-amino-1H-indol-1-yl)acetyl)-N-(6-bromopyridin-2-yl)-2-azabicyclo[3.1.0]hexane-3-carboxamide NC1=C2C=CN(C2=CC=C1)CC(=O)N1[C@@H]2C[C@@H]2C[C@H]1C(=O)NC1=NC(=CC=C1)Br